ethyl (R,Z)-4-((1S,3R,4S)-2-((3-chlorophenyl)-D-leucyl)-5,5-difluoro-2-azabicyclo[2.2.2]octane-3-carboxamido)-2-fluoro-5-((R)-2-oxopyrrolidin-3-yl)pent-2-enoate ClC=1C=C(C=CC1)N[C@H](CC(C)C)C(=O)N1[C@@H]2CC([C@H]([C@@H]1C(=O)N[C@@H](\C=C(\C(=O)OCC)/F)C[C@@H]1C(NCC1)=O)CC2)(F)F